FC(OC=1C=2N(C=C(C1)C(F)(F)F)CC1(CC=CC3=C(C=CC=C13)F)N2)F 8-(difluoromethoxy)-5'-fluoro-6-(trifluoromethyl)-2'H,3H-spiro[imidazo[1,2-a]pyridine-2,1'-naphthalene]